5-((6-bromo-3-isopropyl-3H-imidazo[4,5-c]pyridin-4-yl)amino)-2-chloro-N-(1-(difluoromethyl)cyclopropyl)-4-fluoro-3-methylbenzamide BrC1=CC2=C(C(=N1)NC=1C(=C(C(=C(C(=O)NC3(CC3)C(F)F)C1)Cl)C)F)N(C=N2)C(C)C